N-(2-methyl-3-(4,4,5,5-tetramethyl-1,3,2-dioxaborolan-2-yl)phenyl)-4-oxo-4,5,6,7-tetrahydropyrazolo[1,5-a]pyridine-2-carboxamide CC1=C(C=CC=C1B1OC(C(O1)(C)C)(C)C)NC(=O)C1=NN2C(C(CCC2)=O)=C1